4-[2-(4-chloro-3-fluorophenoxy)acetamido]-2-hydroxy-N-{[4-(trifluoromethoxy)phenyl]methyl}bicyclo[2.2.2]octane-1-carboxamide ClC1=C(C=C(OCC(=O)NC23CC(C(CC2)(CC3)C(=O)NCC3=CC=C(C=C3)OC(F)(F)F)O)C=C1)F